N1=CC(=CC=C1)CCNC(NC=1C=CC(=C(C1)C#CC1=CC=C(C(=O)NCCN2CCN(CC2)C(=O)OC(C)(C)C)C=C1)C1=CC=NC=C1)=O tert-butyl 4-(2-(4-((5-(3-(2-(pyridin-3-yl)ethyl)ureido)-2-(pyridin-4-yl)phenyl)ethynyl)benzamido)ethyl)piperazine-1-carboxylate